Cl.FC1=C(C=C2CN(C(C2=C1)=O)C1C(NC(CC1)=O)=O)C#CC1CCNCC1 3-(6-fluoro-1-oxo-5-(piperidin-4-ylethynyl)isoindolin-2-yl)piperidine-2,6-dione hydrochloride